[Se](I)I.[Bi] bismuth selenium iodide